(1R)-1-[4-(trifluoromethoxy)phenyl]ethyl 4-[6-(1-methyl-1H-pyrazol-4-yl)pyrazolo[1,5-a]pyridin-3-yl]piperazine-1-carboxylate CN1N=CC(=C1)C=1C=CC=2N(C1)N=CC2N2CCN(CC2)C(=O)O[C@H](C)C2=CC=C(C=C2)OC(F)(F)F